1H-benzo[d]imidazole-6-diazonium bisulfate S([O-])(O)(=O)=O.N1C=NC2=C1C=C(C=C2)[N+]#N